CN1C(=CC2=NC=CC=C21)C(=O)N2CCC(CC2)C2=C(C=CC=C2)C(F)(F)F (1-Methyl-1H-pyrrolo[3,2-b]pyridin-2-yl)(4-(2-(trifluoromethyl)phenyl)piperidin-1-yl)methanone